O=C1[C@@H]2N([C@H](CN1)C2)C(=O)OCC2=CC=CC=C2 benzyl (1R,5S)-2-oxo-3,6-diazabicyclo[3.1.1]heptane-6-carboxylate